(R)-8-(6-amino-5-((2-amino-3-chloropyridin-4-yl)thio)pyrazin-2-yl)-8-azadispiro[2.1.55.23]dodecane-4-amine NC1=C(N=CC(=N1)N1CCC2([C@@H](C3(CC3)CC2)N)CC1)SC1=C(C(=NC=C1)N)Cl